FC1=CC=C(C=C1)C1=NC(=NC=C1OC)NC1=CC=C(C(=O)NC2=C(C=CC(=C2)CN2CCOCC2)C)C=C1 4-((4-(4-fluorophenyl)-5-methoxypyrimidin-2-yl)amino)-N-(2-methyl-5-(morpholinylmethyl)phenyl)benzamide